6-((S)-2-(2-Chlorophenyl)pyrrolidin-1-yl)-2-methyl-N-((R,E)-4-(methylsulfonyl)but-3-en-2-yl)nicotinamide ClC1=C(C=CC=C1)[C@H]1N(CCC1)C1=NC(=C(C(=O)N[C@H](C)\C=C\S(=O)(=O)C)C=C1)C